2-(2,6-dioxopiperidin-3-yl)-1-oxo-N-((R)-2,2,2-trifluoro-1-(5-(trifluoromethyl)pyridin-2-yl)ethyl)isoindoline-5-carboxamide O=C1NC(CCC1N1C(C2=CC=C(C=C2C1)C(=O)N[C@@H](C(F)(F)F)C1=NC=C(C=C1)C(F)(F)F)=O)=O